O[C@H]1[C@@H](O[C@@H]([C@H]1O)C)N1C(NC(C(=C1)F)=O)=O 1-((2R,3R,4S,5R)-3,4-dihydroxy-5-methyltetrahydrofuran-2-yl)-5-fluoropyrimidine-2,4(1H,3H)-dione